methyl trifluoromethanesulfonate bromomethyl-tosylate BrCOS(=O)(=O)C1=CC=C(C)C=C1.FC(S(=O)(=O)OC)(F)F